N-[8-[4-[4-(2,6-dioxo-3-piperidyl)phenyl]-1-piperidyl]-8-oxo-octyl]-5-[rac-(2R)-2-(2,5-difluorophenyl)pyrrolidin-1-yl]pyrazolo[1,5-a]pyrimidine-3-carboxamide O=C1NC(CCC1C1=CC=C(C=C1)C1CCN(CC1)C(CCCCCCCNC(=O)C=1C=NN2C1N=C(C=C2)N2[C@H](CCC2)C2=C(C=CC(=C2)F)F)=O)=O |r|